N-(3-(dimethylamino)-3-oxopropyl)-8-(4-(trifluoromethyl)cyclohex-1-en-1-yl)quinoline-3-carboxamide CN(C(CCNC(=O)C=1C=NC2=C(C=CC=C2C1)C1=CCC(CC1)C(F)(F)F)=O)C